6-[4-(cyclopropylmethyl)-4-azaspiro[2.5]octan-7-yl]-2-(2,8-dimethylimidazo[1,2-b]pyridazin-6-yl)pyrido[2,3-d]pyridazin-5-one C1(CC1)CN1C2(CC2)CC(CC1)N1N=CC2=C(C1=O)C=CC(=N2)C=2C=C(C=1N(N2)C=C(N1)C)C